N-benzylsulfamoyl chloride C(C1=CC=CC=C1)NS(=O)(=O)Cl